C(C)(C)N1N=C(C=C1C1CCC(CC1)N1C[C@]2(CCS(C2)(=O)=O)CCC1)C(F)(F)F (R)-7-((1s,4S)-4-(1-Isopropyl-3-(trifluoromethyl)-1H-pyrazol-5-yl)cyclohexyl)-2-thia-7-azaspiro[4.5]decane 2,2-dioxide